(±)-ethyl 2-[4-[(1s)-1-[(4,5-dichloro-6-methoxy-1-methyl-indole-2-carbonyl)amino]-2-hydroxy-ethyl]phenyl]butanoate ClC1=C2C=C(N(C2=CC(=C1Cl)OC)C)C(=O)N[C@H](CO)C1=CC=C(C=C1)[C@H](C(=O)OCC)CC |&1:26|